tert-Butyl 4-(4-(piperazin-1-yl)butyl)piperidine-1-carboxylate N1(CCNCC1)CCCCC1CCN(CC1)C(=O)OC(C)(C)C